(Z)-[2-Methyl-4-[3-(4-methylphenyl)-3-[4-[3-(morpholin-4-yl)propynyl]phenyl]allyl-oxy]-phenoxy]acetic acid CC1=C(OCC(=O)O)C=CC(=C1)OC\C=C(/C1=CC=C(C=C1)C#CCN1CCOCC1)\C1=CC=C(C=C1)C